CC=1C=C2C(=CNC2=CC1)C1CC(C2=CC=CC=C12)=O 3-(5-methyl-1H-indol-3-yl)-2,3-dihydro-1H-inden-1-one